mercaptolactose SC1(O)[C@H](O)[C@@H](O)[C@H](O[C@H]2[C@H](O)[C@@H](O)[C@@H](O)[C@H](O2)CO)[C@H](O1)CO